lead-zinc salt [Zn].[Pb]